(S)-N-1-(4-chlorophenyl)ethyl-2-(6-methyl-4-oxopyrrolo[1,2-d][1,2,4]triazin-3(4H)yl)acetamide ClC1=CC=C(C=C1)[C@H](C)NC(CN1N=CC=2N(C1=O)C(=CC2)C)=O